C(C)(C)(C)OC(=O)N1CCCC2=CC=C(N=C12)CCCCC(CO)(CO)F 7-(5-fluoro-6-hydroxy-5-(hydroxymethyl)hexyl)-3,4-dihydro-1,8-naphthyridine-1(2H)-carboxylic acid tert-butyl ester